FC1=C(C[C@@](CNC(=O)C=2NC(C=CN2)=O)(CC)F)C=CC(=C1)F (R)-N-(2-(2,4-difluorobenzyl)-2-fluorobutyl)-6-oxo-1,6-dihydropyrimidine-2-carboxamide